C1=C(C=CC2=CC=CC=C12)S(=O)(=O)[O-] naphthalen-2-sulfonat